C1(CC1)C(C)C1=C(C(=CC=C1)C(CC)S(=O)(=O)C)O 2-(1-cyclopropylethyl)-6-(1-(methylsulfonyl)propyl)phenol